N-anilinocarbonylsulfenamide N(C1=CC=CC=C1)C(=O)NS